C(#N)C1=C(C=CC=C1)C=1C=CC(=C2C=CC=NC12)C[C@@H](C(=O)O)NC(C1=C(C=C(C=C1F)NS(=O)(=O)C1=CC=C(C=C1)C1=CC(=NC=C1)F)F)=O (S)-3-(8-(2-cyanophenyl)quinolin-5-yl)-2-(2,6-difluoro-4-((4-(2-fluoropyridin-4-yl)phenyl)sulfonylamino)benzoylamino)propionic acid